N-(4-(4-amino-7-methyl-5-(4-((4-methylpyrimidin-2-yl)oxy)phenyl)-7H-pyrrolo[2,3-d]pyrimidin-6-yl)-3-fluorophenyl)methacrylamide NC=1C2=C(N=CN1)N(C(=C2C2=CC=C(C=C2)OC2=NC=CC(=N2)C)C2=C(C=C(C=C2)NC(C(=C)C)=O)F)C